CS(=O)(=O)OC(C)C=1C=C(C=C2C(C=C(OC12)SCC)=O)C(F)(F)F 1-[2-Ethylsulfanyl-4-oxo-6-(trifluoromethyl)-chromen-8-yl]ethyl methanesulfonate